CC(C(=O)[O-])CC1=CC=CC=C1 alpha-methylbenzylacetate